(2S)-2-amino-1-(3,5-dichloro-7-{[(thiophen-2-yl)methyl]amino}thieno[3,2-b]pyridin-2-yl)propan-1-ol N[C@H](C(O)C1=C(C2=NC(=CC(=C2S1)NCC=1SC=CC1)Cl)Cl)C